C1(CC1)C1=CC(=NC=C1)CNC(=O)C=1N=NN(C1)CCCCN1N=NC(=C1)C(NCC1=CC(=CC=C1)OC(F)(F)F)=O N-[(4-cyclopropylpyridin-2-yl)methyl]-1-{4-[4-({[3-(trifluoromethoxy)phenyl]methyl}-carbamoyl)-1H-1,2,3-triazol-1-yl]butyl}-1H-1,2,3-triazole-4-carboxamide